C(C1=CC=CC=C1)OC1=C(C(=O)N2CC3=CC=CC=C3C2)C(=CC(=C1)O)O 2-(2-(Benzyloxy)-4,6-dihydroxy-benzoyl)isoindolin